1-(5-(aminomethyl)thiophen-2-yl)-2-((7-methoxy-2-methylquinazolin-4-yl)thio)ethan-1-one hydrochloride Cl.NCC1=CC=C(S1)C(CSC1=NC(=NC2=CC(=CC=C12)OC)C)=O